C(C)OC(=C)C=1C=CC(=C(C1)N1C(=NC2=CC=CC=C2C1=O)CC1(CCN(CC1)C(=O)OC(C)(C)C)O)OC(C)C tert-butyl 4-((3-(5-(1-ethoxyvinyl)-2-isopropoxyphenyl)-4-oxo-3,4-dihydroquinazolin-2-yl)methyl)-4-hydroxypiperidine-1-carboxylate